NC1=CC=C(N=N1)C#CCN1C2=C(CCC(C1=O)C1=C(C=C(C=C1)C(F)(F)F)C(F)(F)F)C=C(C=C2)F 1-(3-(6-aminopyridazin-3-yl)prop-2-ynyl)-3-(2,4-bis(trifluoromethyl)phenyl)-7-fluoro-4,5-dihydro-1H-benzo[b]azepin-2(3H)-one